methyl 1-benzyl-1H-pyrazolo[4,3-b]pyridine-5-carboxylate C(C1=CC=CC=C1)N1N=CC2=NC(=CC=C21)C(=O)OC